dimethylaminoethylacrylate hydrochloric acid salt Cl.CN(C)CCOC(C=C)=O